3-{2-(2-Hydroxynaphthalen-1-yl)ethyl}-1,4,2-dioxazol-5-one OC1=C(C2=CC=CC=C2C=C1)CCC1=NOC(O1)=O